CN(C1=CC=C(C=C1)C(C(=O)OCC)(C)C)C ethyl 2-(4-(dimethylamino)phenyl)-2-methylpropanoate